1-(2-Fluoro-4-[(2-fluoro-6-methylphenyl)carbamoyl]-5-{[(2S)-1,1,1-trifluoropropan-2-yl]oxy}phenyl)-4-methyl-5-oxo-4,5-dihydro-1H-1,2,4-triazol FC1=C(C=C(C(=C1)C(NC1=C(C=CC=C1C)F)=O)O[C@H](C(F)(F)F)C)N1N=CN(C1=O)C